tert-butyl 2-((2-(4-(2-(((benzyloxy)carbonyl)amino)ethyl)piperazin-1-yl)pyrimidin-5-yl)oxy)acetate C(C1=CC=CC=C1)OC(=O)NCCN1CCN(CC1)C1=NC=C(C=N1)OCC(=O)OC(C)(C)C